ClC=1C(=CC2=C(N=C(N=C2N[C@H](C)C2=C(C(=CC=C2)C(F)F)F)C)N1)C1CCS(CC1)(=O)=O (R)-4-(7-chloro-4-((1-(3-(difluoromethyl)-2-fluorophenyl)ethyl)amino)-2-methylpyrido[2,3-d]pyrimidin-6-yl)tetrahydro-2H-thiopyran 1,1-dioxide